BrCC1=CC=C(C=C1)Br 1-(bromomethyl)-4-bromobenzene